CCCCCCCC/C=C\CCCCCCCC(=O)OC[C@H](COP(=O)(O)OC[C@H](CO)O)OC(=O)CCCCCCC/C=C\CCCCC 1-(9Z-octadecenoyl)-2-(9Z-pentadecenoyl)-glycero-3-phospho-(1'-sn-glycerol)